benzene dioleate C(CCCCCCC\C=C/CCCCCCCC)(=O)O.C(CCCCCCC\C=C/CCCCCCCC)(=O)O.C1=CC=CC=C1